1-(9-ethyl-6-morpholino-8-(pyridin-4-yl)-9H-purin-2-yl)-5-phenyl-1H-pyrazole-3-carboxylic acid C(C)N1C2=NC(=NC(=C2N=C1C1=CC=NC=C1)N1CCOCC1)N1N=C(C=C1C1=CC=CC=C1)C(=O)O